FC=1C(=C(C=NC1)[C@H]1C2=C(NC(=C1C(=O)OC)CF)COC2=O)[C@@H](C)F methyl (S)-4-(5-fluoro-4-((R)-1-fluoroethyl)pyridin-3-yl)-2-(fluoromethyl)-5-oxo-1,4,5,7-tetrahydrofuro[3,4-b]pyridine-3-carboxylate